C1(CCC1)OC1=CC=2N(C=C1C(=O)NC1=NN(C=C1)C1CCC1)C=C(N2)C21COC(C2)(C1)C 7-Cyclobutoxy-N-(1-cyclobutyl-1H-pyrazol-3-yl)-2-(1-methyl-2-oxabicyclo[2.1.1]hexan-4-yl)imidazo[1,2-a]pyridine-6-carboxamide